1-(3-(4-(4H-1,2,4-Triazol-4-yl)-1-(4-(trifluoromethoxy)phenyl)-1H-pyrazolo[3,4-b]pyridin-3-yl)azetidin-1-yl)-2-fluoroprop-2-en-1-one N=1N=CN(C1)C1=C2C(=NC=C1)N(N=C2C2CN(C2)C(C(=C)F)=O)C2=CC=C(C=C2)OC(F)(F)F